Ethyl 3-cyclopropyl-6-[3-fluoro-4-methylphenyl]-4-oxo-4,5-dihydropyrazolo[1,5-a]pyrazine-2-carboxylate C1(CC1)C=1C(=NN2C1C(NC(=C2)C2=CC(=C(C=C2)C)F)=O)C(=O)OCC